C(C)(C)(C)OC(=O)N1[C@H]2CC(C[C@@H]1CC2)OS(=O)(=O)C.O2COC1=C2C=CC(=C1)C(=O)N1CCN(CC1)C\C=C\C1=CC=CC=C1 1,3-benzodioxol-5-yl-[4-[(E)-cinnamyl]piperazin-1-yl]methanone Tert-butyl-(1R,3r,5S)-3-((methylsulfonyl)oxy)-8-azabicyclo[3.2.1]octane-8-carboxylate